2-(2-(perfluoroethyl)-4-(trifluoromethyl)pyrazolo[1,5-h][1,7]naphthyridin-9-yl)-1,3,4-oxadiazole FC(C(F)(F)F)(C1=NC=2C=3N(C=CC2C(=C1)C(F)(F)F)N=C(C3)C=3OC=NN3)F